racemic-((5R,9S)-3-(4-Fluorophenyl)-2-methyl-4,5,6,7,8,9-hexahydro-2H-5,9-epiminocycloocta[c]pyrazol-10-yl)(quinolin-6-yl)methanone FC1=CC=C(C=C1)C1=C2C(=NN1C)[C@@H]1CCC[C@H](C2)N1C(=O)C=1C=C2C=CC=NC2=CC1 |r|